3-(1H-[1,2,3]Triazolo[4,5-b]pyridin-5-yl)-N-(5-(tert-butyl)isoxazol-3-yl)benzamide N1N=NC2=NC(=CC=C21)C=2C=C(C(=O)NC1=NOC(=C1)C(C)(C)C)C=CC2